6-(4-amino-2,6-dimethylbenzyl)-2-(4-methoxybenzyl)-4-(1-methylcyclopentyl)pyridazin-3(2H)-one NC1=CC(=C(CC=2C=C(C(N(N2)CC2=CC=C(C=C2)OC)=O)C2(CCCC2)C)C(=C1)C)C